CN1C=C(C=2C(N(C=C(C21)C)C)=O)C(=O)N2CCC(CC2)OC2=CC(=CC=C2)C(F)(F)F 1,5,7-trimethyl-3-((4-(3-(trifluoromethyl)phenoxy)piperidin-1-yl)carbonyl)-1,5-dihydro-4H-pyrrolo[3,2-c]pyridin-4-one